N-(4-((2-(1,1-difluoroethyl)-6-(1-(2-methoxyethyl)-1H-pyrazol-4-yl)pyrimidin-4-yl)amino)-5-methoxypyridin-2-yl)acetamide FC(C)(F)C1=NC(=CC(=N1)NC1=CC(=NC=C1OC)NC(C)=O)C=1C=NN(C1)CCOC